CC1=C(C=C(C=C1)NC(=O)C1C(C1)C(F)(F)F)C1=NC=CC=C1 N-(4-methyl-3-pyridin-2-ylphenyl)-2-(trifluoromethyl)cyclopropane-1-carboxamide